C(C)OC(=O)N1C2=C(OC3(CC3)C1)C(=C(C(=C2)F)C2=C(C=NN2C)I)C#N 8-cyano-6-fluoro-7-(4-iodo-1-methyl-1H-pyrazol-5-yl)spiro[benzo[b][1,4]oxazine-2,1'-Cyclopropane]-4(3H)-carboxylic acid ethyl ester